N1C=NC2=C1C=CC(=C2)N2C(OC[C@@H]2C2CCCCC2)=O (S)-3-(1H-benzo[d]imidazol-5-yl)-4-cyclohexyloxazolidin-2-one